ClC1=CC=C(C=C1)C1=NC(=C(N=C1C=1C=CC2=C(OC3=C2C=CC=C3)C1)C1=CC=CC=C1)C1=CC=CC=C1 2-(4-chlorophenyl)-3-(dibenzo[b,d]furan-3-yl)-5,6-diphenylpyrazine